C1(CCC1)C1CC(N(CC1)C1=CC(=NN1COCC[Si](C)(C)C)C1=CC=NC=C1)=O 4-cyclobutyl-1-(3-(pyridin-4-yl)-1-((2-(trimethylsilyl)ethoxy)methyl)-1H-pyrazol-5-yl)piperidin-2-one